BrC1=CC(=C(C=C1F)[C@@H]1NC(C12CCOCC2)=O)OC (S)-3-(4-bromo-5-fluoro-2-methoxyphenyl)-7-oxa-2-azaspiro[3.5]nonan-1-one